FC(CN1C(=NC2=NC=C(C=C21)C=2C=CN1N=C(N=CC12)N[C@@H]1CC[C@@H](CC1)NC)C)F cis-N1-(5-(1-(2,2-difluoroethyl)-2-methyl-1H-imidazo[4,5-b]pyridin-6-yl)pyrrolo[2,1-f][1,2,4]triazin-2-yl)-N4-methylcyclohexane-1,4-diamine